C[C@@]12[C@@H](CC[C@H]1[C@@H]1CCC3=C[C@H](CC[C@]3(C)[C@H]1CC2)O)O androst-4-ene-3β,17α-diol